methyl 3-bromo-1-(2,2-dimethoxyethyl)-5-methyl-4-(4-nitrophenyl)-1H-pyrrole-2-carboxylate BrC1=C(N(C(=C1C1=CC=C(C=C1)[N+](=O)[O-])C)CC(OC)OC)C(=O)OC